ClC=1C=C(C(N(N1)C)=O)N1[C@H]2[C@@H](C(C1)(C)C)COC2 6-Chloro-4-((3aR,6aS)-3,3-dimethylhexahydro-1H-furo[3,4-b]pyrrol-1-yl)-2-methylpyridazin-3(2H)-one